ClC=1C=C(C=CC1C)C1CCN(CC1)C(CN1N=C(C2=C1CCC2)C(=O)N2C[C@H](O[C@H](C2)C)C)=O 1-[4-(3-chloro-4-methylphenyl)piperidin-1-yl]-2-{3-[(2R,6S)-2,6-dimethylmorpholine-4-carbonyl]-5,6-dihydrocyclopenta[c]pyrazol-1(4H)-yl}ethan-1-one